OCCNC(=O)C=1C=NC(=CC1)NC1=NN2C(C=C(C=C2)C2=CC(=NC=C2OC2C[C@@H]3COC[C@H](C2)N3)C)=C1 N-(2-hydroxyethyl)-6-[[5-[2-methyl-5-[[(1S,5R,7s)-3-oxa-9-azabicyclo[3.3.1]nonan-7-yl]oxy]-4-pyridyl]pyrazolo[1,5-a]pyridin-2-yl]amino]pyridine-3-carboxamide